BrC1=C(N=C(S1)NC)C([2H])([2H])[2H] 5-bromo-N-methyl-4-(methyl-d3)thiazol-2-amine